N1(CCC1)CC=1C=CC2=C(N=C(O2)NC=2OC3=C(N2)C=C(C=C3)F)C1 5-(azetidin-1-ylmethyl)-N-(5-fluorobenzo[d]oxazol-2-yl)benzo[d]oxazol-2-amine